[Ca].O[C@@H](CC(=O)O)C (R)-3-hydroxybutyric acid calcium